(9H-fluoren-9-yl)methyl (R)-2-(chlorocarbonyl)piperidine-1-carboxylate ClC(=O)[C@@H]1N(CCCC1)C(=O)OCC1C2=CC=CC=C2C=2C=CC=CC12